S1C=CC2=NC(=CC=C21)CNC(=O)C2CN(CCC2)C=2C=1C(N=CN2)=NN(C1)C1=CC=C(C=C1)C(F)(F)F N-(thieno[3,2-b]pyridin-5-ylmethyl)-1-(2-(4-(trifluoromethyl)phenyl)-2H-pyrazolo[3,4-d]pyrimidin-4-yl)piperidine-3-carboxamide